4-ethynyl-N-(2-(piperidin-1-yl)ethynyl)benzamide C(#C)C1=CC=C(C(=O)NC#CN2CCCCC2)C=C1